CC1(CC1)NC1C[C@H](N(CC1)C(=O)OC(C)(C)C)C1=CC=CC=C1 tert-butyl (2S)-4-((1-methylcyclopropyl)amino)-2-phenylpiperidine-1-carboxylate